C(C)(=O)N1CCC(CC1)NC1=CC(=NC(=N1)N1CCCC1)C(=O)NC[C@@H](O)[C@H]1N(CC2=CC(=CC=C2C1)OCOC)C(=O)OC(C)(C)C tert-butyl (3S)-3-[(1R)-2-[[6-[(1-acetyl-4-piperidyl)amino]-2-pyrrolidin-1-yl-pyrimidine-4-carbonyl]amino]-1-hydroxy-ethyl]-7-(methoxymethoxy)-3,4-dihydro-1H-isoquinoline-2-carboxylate